BrC=1C=C2N=CC(=NC2=CC1)N1CCC(CC1)OC 6-bromo-2-(4-methoxy-1-piperidyl)quinoxaline